FC1=CC=C(C=C1)C1CN(C1)C=1C=2N(N=C(C1)C=1C(NC(NC1)=O)=O)C=CN2 5-(8-(3-(4-fluorophenyl)azetidin-1-yl)imidazo[1,2-b]pyridazin-6-yl)pyrimidine-2,4(1H,3H)-dione